(E)-3-(4-methoxybenzenesulfonyl)-1-phenyl-2-propen-1-one COC1=CC=C(C=C1)S(=O)(=O)/C=C/C(=O)C1=CC=CC=C1